BrC1=CC(=C(C(=C1)F)CC#C[Si](C)(C)C(C)(C)C)F (3-(4-bromo-2,6-difluorophenyl)prop-1-ynyl)(tert-butyl)dimethylsilane